1-methyl-5-(4-(1-methyl-1H-imidazol-2-yl)phenyl)-N-(4-(methylcarbamoyl)benzyl)-1H-indazole-3-carboxamide CN1N=C(C2=CC(=CC=C12)C1=CC=C(C=C1)C=1N(C=CN1)C)C(=O)NCC1=CC=C(C=C1)C(NC)=O